triisopropyl-(methyl-(iodo)ethyl)stannane C(C)(C)[Sn](CC(I)C)(C(C)C)C(C)C